COC1CN(C1)CC1=CC(=NC=C1)C=1C=C2CN(C(C2=CC1)=O)C1C(NC(CC1)=O)=O 3-(5-(4-((3-methoxyazetidin-1-yl)methyl)pyridin-2-yl)-1-oxoisoindolin-2-yl)piperidine-2,6-dione